2-(1-(7-methoxy-6-(2-((tetrahydro-2H-pyran-2-yl)oxy)ethoxy)quinolin-4-yl)piperidin-4-yl)propanenitrile COC1=C(C=C2C(=CC=NC2=C1)N1CCC(CC1)C(C#N)C)OCCOC1OCCCC1